2-(5-(8-(2-(3-(6-azaspiro[2.5]oct-6-yl)prop-1-yn-1-yl)pyridin-4-yl)-3,8-diazabicyclo[3.2.1]oct-3-yl)-6-aminopyridazin-3-yl)phenol C1CC12CCN(CC2)CC#CC2=NC=CC(=C2)N2C1CN(CC2CC1)C=1C=C(N=NC1N)C1=C(C=CC=C1)O